FC1=C(C=CC(=C1F)F)NC(N)=O 3-(2,3,4-trifluorophenyl)urea